(2S,4S)-N2-(5-((-)-1-amino-1-(3-cyanophenyl)-3-cyclopropylpropyl)-2-fluorophenyl)-N1-(4-chlorophenyl)-4-hydroxypyrrolidine-1,2-dicarboxamide NC(CCC1CC1)(C1=CC(=CC=C1)C#N)C=1C=CC(=C(C1)NC(=O)[C@H]1N(C[C@H](C1)O)C(=O)NC1=CC=C(C=C1)Cl)F